(R)-11-(difluoromethoxy)-12-((3-(methoxymethyl)bicyclo[1.1.1]pentan-1-yl)methoxy)-3,3-dimethyl-8-oxo-2,3,8,13b-tetrahydro-1H-pyrido[2,1-a]pyrrolo[1,2-c]phthalazine-7-carboxylic acid FC(OC=1C(=CC=2[C@@H]3N(N4C(C2C1)=CC(C(=C4)C(=O)O)=O)C(CC3)(C)C)OCC34CC(C3)(C4)COC)F